The molecule is a benzofuropyranochromene that is 3H,7H-[1]benzofuro[3,2-c]pyrano[3,2-g]chromene substituted at positions 7a and 10 by hydroxy groups and at position 3 by a gem-dimethyl group. It has a role as a phytoalexin. CC1(C=CC2=CC3=C(C=C2O1)OC[C@@]4([C@H]3OC5=C4C=CC(=C5)O)O)C